O=C1CN(C1)C(=O)OCCCC butyl 3-oxoazetidine-1-carboxylate